5,5-diethoxy-2-methyl-1-(p-tolyl)pent-3-en-1-yl acetate C(C)(=O)OC(C(C=CC(OCC)OCC)C)C1=CC=C(C=C1)C